Diallyl-2-methylenepentanedioate C(C=C)OC(C(CCC(=O)OCC=C)=C)=O